FC1=CN=CC=C1C#N 5-fluoroisonicotinonitrile